(S)-8-(2,4-dichlorophenyl)-9-(4-((1-(3-fluoropropyl)pyrrolidin-3-yl)oxy)phenyl)-6,7-dihydro-5H-benzo[7]annulen-3-ol ClC1=C(C=CC(=C1)Cl)C=1CCCC2=C(C1C1=CC=C(C=C1)O[C@@H]1CN(CC1)CCCF)C=CC(=C2)O